1-[(1R,5S,6R)-6-({5-[2-(2-aminopyridin-3-yl)-5-(pyrazol-1-yl)imidazo[4,5-b]pyridin-3-yl]-2,3-dihydro-1H-inden-1-yl}amino)-3-azabicyclo[3.1.0]hexan-3-yl]prop-2-en-1-one NC1=NC=CC=C1C1=NC=2C(=NC(=CC2)N2N=CC=C2)N1C=1C=C2CCC(C2=CC1)NC1[C@@H]2CN(C[C@H]12)C(C=C)=O